tetramethyl-(propyl)ammonium hydroxide [OH-].CC(CC(C)(C)C)[NH3+]